[Ni].[W].[Pt].[Cr].[Co] cobalt-chromium-platinum-tungsten-nickel